FC1=C(C=C(C=C1)F)[C@@H](C)C=1C(=NC2=CC(=C(N=C2C1N)C=1C=NC(=CC1)P(=O)(C)C)F)C [(1s)-1-(2,5-difluorophenyl)ethyl]-6-[6-(dimethylphosphoryl)pyridin-3-yl]-7-fluoro-2-methyl-1,5-naphthyridin-4-amine